8-acetyl-6-benzyloxy-2H-1,4-benzoxazin-3(4H)-one C(C)(=O)C1=CC(=CC=2NC(COC21)=O)OCC2=CC=CC=C2